C(#N)CC(=O)N1CCN(CC1)C=1C=C(C=CC1)N1C=CC2=C(C=CC(=C12)C)F N-(3-(4-(2-cyanoacetyl)piperazin-1-yl)phenyl)-4-fluoro-7-methyl-1H-indole